O=C(C(=O)NC=1C2=C(C=NC1)C=NN2C2OCCCC2)N2[C@H](CC[C@@H](C2)C)C2=CC=C(C=C2)F 2-oxo-2-[(2R,5S)-2-(4-fluorophenyl)-5-methyl-1-piperidyl]-N-(1-tetrahydropyran-2-ylpyrazolo[4,3-c]pyridin-7-yl)acetamide